methyl (E)-2-chloro-3-(2-cyclopropylvinyl)benzoate ClC1=C(C(=O)OC)C=CC=C1\C=C\C1CC1